ClC1=CC=2N(C(N(C=3N=CC(=CC3C2C(=C1)F)F)CC)=O)C1=C(C=C(C=C1F)NCCNCCO)F 13-chloro-10-[2,6-difluoro-4-({2-[(2-hydroxyethyl)amino]ethyl}amino)phenyl]-8-ethyl-4,15-difluoro-6,8,10-triazatricyclo[9.4.0.02,7]pentadeca-1(11),2(7),3,5,12,14-hexaen-9-one